P(=O)(OC[C@H]1O[C@H](C[C@@H]1OP(=O)(O)OCC1=CC=CC=C1)N1C(N=C(C=C1)N)=O)(OCC1=CC=CC=C1)O.[Co] cobalt ((2R,3S,5R)-5-(4-amino-2-oxopyrimidin-1(2H)-yl)-3-(((benzyloxy)(hydroxy)phosphoryl)oxy)tetrahydrofuran-2-yl)methyl benzyl hydrogen phosphate